COC1=C(C=CC(=N1)C(=O)N(C)C)NC1=NNC2=CC(=CC=C12)[C@@H]1C[C@@]12C(NC1=CC=C(C=C21)OC)=O 6-methoxy-5-({6-[(1R,2S)-5'-methoxy-2'-oxo-1',2'-dihydrospiro[cyclopropane-1,3'-indol]-2-yl]-1H-indazol-3-yl}amino)-N,N-dimethylpyridine-2-carboxamide